(E)-2-benzyl-2-(3-iodo-2-(3,5-xylyl)allyl)malononitrile C(C1=CC=CC=C1)C(C#N)(C#N)C/C(=C\I)/C1=CC(=CC(=C1)C)C